(3-(5-chlorothien-2-yl)-1-(2,2-difluoroethyl)-1H-indazol-5-yl)(morpholinyl)methanone ClC1=CC=C(S1)C1=NN(C2=CC=C(C=C12)C(=O)N1CCOCC1)CC(F)F